O=C1NC(CC[C@@H]1N1C(C2=CC=CC(=C2C1=O)NCC(=O)N1CCC(CC1)CCN1CCC(CC1)NC1=C2N=CN(C2=NC=N1)C1CC(C1)NC(C1=NC(=CC=C1)C)=O)=O)=O N-((1s,3s)-3-(6-((1-(2-(1-((2-(2,6-dioxopiperidin-3-yl)-1,3-dioxoisoindolin-4-yl)glycyl)piperidin-4-yl)ethyl)piperidin-4-yl)amino)-9H-purin-9-yl)cyclobutyl)-6-methylpicolinamide